ClCCCOC=1C2=CC=CC=C2C(=C2C=CC=CC12)OCCCCl 9,10-bis-(3-chloropropyloxy)anthracene